BrC1=CC(=C2CN(C(C2=C1)=O)C1C(NC(CC1)=O)=O)NC(C)=O N-(6-bromo-2-(2,6-dioxopiperidin-3-yl)-1-oxoisoindolin-4-yl)acetamide